(1,1,1-trifluoropropan-2-yl-3,3,3-d3)hydrazine hydrochloride Cl.FC(C(C([2H])([2H])[2H])NN)(F)F